CN(C1CCC(CC1)NC(C(=C)C)=O)C N-[4-(dimethylamino)cyclohexyl]methacrylamide